2-(Propionyloxy)acetic acid C(CC)(=O)OCC(=O)O